(3-(2-aminoethyl)-1H-pyrazol-1-yl)-2-trifluoromethylbenzonitrile NCCC1=NN(C=C1)C=1C(=C(C#N)C=CC1)C(F)(F)F